FC1=CC=C2C(=NC(=NC2=C1)N1[C@@H](CCC1)CO)NC=1N=CN(C1)C1=CC(=C(C(=C1)OC)OC)OC (S)-(1-(7-fluoro-4-((1-(3,4,5-trimethoxyphenyl)-1H-imidazol-4-yl)amino)quinazolin-2-yl)pyrrolidin-2-yl)methanol